tert-butyl (3-(3-(5-chloro-4-(5,5-dimethyl-5,6-dihydro-4H-pyrrolo[1,2-b]pyrazol-3-yl)pyridin-2-yl)ureido)propyl)carbamate ClC=1C(=CC(=NC1)NC(NCCCNC(OC(C)(C)C)=O)=O)C1=C2N(N=C1)CC(C2)(C)C